NC=1C(=CC(=NC1)Br)C(=O)O 5-amino-2-bromo-4-pyridinecarboxylic acid